(6aR,10aR)-6,6-Dimethyl-3-(2-methyloctan-2-yl)-9-oxo-6a,7,8,9,10,10a-hexahydro-6H-benzo[c]chromen-1-yl (S)-2,3-dihydroxypropanoate O[C@H](C(=O)OC1=C2[C@H]3[C@H](C(OC2=CC(=C1)C(C)(CCCCCC)C)(C)C)CCC(C3)=O)CO